OC1(CCN(CC1)C(=O)[C@H]1[C@@H](CN(CC1)C(=O)C1=C(N=C(S1)C=1C=NC(=CC1)C)C)C1=CC=CC=C1)CN1C=NC2=C(C1=O)C=C(N2C2=CC=CC=C2)C 3-[[4-hydroxy-1-[(3R,4R)-1-[4-methyl-2-(6-methyl-3-pyridyl)thiazole-5-carbonyl]-3-phenyl-piperidine-4-carbonyl]-4-piperidinyl]methyl]-6-methyl-7-phenyl-pyrrolo[2,3-d]pyrimidin-4-one